[2H]OS(=O)(=O)C(F)(F)F triflic acid-D